L-PYROGLUTAMAT N1[C@@H](CCC1=O)C(=O)[O-]